(1r,3r)-3-(cyanoamino)-N-(5-cyclohexyl-4-methyl-1,3-thiazol-2-yl)cyclobutane-1-carboxamide C(#N)NC1CC(C1)C(=O)NC=1SC(=C(N1)C)C1CCCCC1